OC1(CCN(CC1)C(=O)[C@H]1[C@@H](CN(CC1)C(=O)C1=C(N=C(S1)C1=CC=CC=C1)C)C1=CC=CC=C1)CN1C=NC2=C(C1=O)N=C(C=C2)NCC2=CC=C(C=C2)OC 3-[[4-hydroxy-1-[(3R,4R)-1-(4-methyl-2-phenyl-thiazole-5-carbonyl)-3-phenyl-piperidine-4-carbonyl]-4-piperidinyl]methyl]-6-[(4-methoxyphenyl)methylamino]pyrido[3,2-d]pyrimidin-4-one